[Si](C)(C)(C(C)(C)C)OC(C(F)(F)C=1C(=C(C=CC1)[C@@H](C)N)F)(C)C (1R)-1-[3-(2-{[tert-butyl(dimethyl)silyl]oxy}-1,1-difluoro-2-methylpropyl)-2-fluorophenyl]-ethan-1-amine